3,5-dimethoxy-benzenesulfonamide COC=1C=C(C=C(C1)OC)S(=O)(=O)N